tert-butyl (S)-(1-(4-cyano-3-fluorophenyl)-3-hydroxypropan-2-yl)carbamate C(#N)C1=C(C=C(C=C1)C[C@@H](CO)NC(OC(C)(C)C)=O)F